ClC=1C=C(C=CC1Cl)N1C(CCC1)=O 1-(3,4-dichlorophenyl)pyrrolidin-2-one